C(C)(C)(C)OC(=O)NCC[C@@H](C(=O)O)O N-tert-butyloxycarbonyl-4-amino-2(S)-hydroxybutyric acid